N-(1-cyclohexyl-3-methyl-1H-pyrrolo[2,3-b]pyridine-5-yl)acrylamide lithium [Li].C1(CCCCC1)N1C=C(C=2C1=NC=C(C2)NC(C=C)=O)C